6-(4-(3,5-dichlorophenyl)-1-(2,2-difluoro-ethyl)-1H-imidazol-5-yl)imidazo[1,2-b]pyridazine-3-carbonitrile ClC=1C=C(C=C(C1)Cl)C=1N=CN(C1C=1C=CC=2N(N1)C(=CN2)C#N)CC(F)F